6-(cyclopropanecarboxamido)-4-((3-(1-((3R,4R)-4-fluorotetrahydrofuran-3-yl)-1H-pyrazol-4-yl)-2-methoxyphenyl)amino)nicotinamide C1(CC1)C(=O)NC1=NC=C(C(=O)N)C(=C1)NC1=C(C(=CC=C1)C=1C=NN(C1)[C@@H]1COC[C@@H]1F)OC